COC(CN1C(N(C=2N=C(N(C2C1=O)C1=CC=C(C=C1)Cl)C1=C(C=CC=C1)Cl)CC1=CC=C(C=C1)CN1CCOCC1)=O)=O.C(C=C)(=O)SCC1=CC=C(C=C1)CSC(C=C)=O 1,4-bis(acryloylthiomethyl)benzene methyl-2-[8-(2-chlorophenyl)-7-(4-chlorophenyl)-3-[[4-(morpholin-4-ylmethyl)phenyl]methyl]-2,6-dioxopurin-1-yl]acetate